CC1=NC=CC(C1OCC1=CC=CC=C1)=O 2-methyl-3-benzyloxypyridin-4-one